IC=1C=2N(C(=NC1)N1CCC3([C@@H]([C@@H](OC3)C)N)CC1)C=CN2 (3S,4S)-8-(8-iodoimidazo[1,2-c]pyrimidin-5-yl)-3-methyl-2-oxa-8-azaspiro[4.5]decan-4-amine